FC1(CC(C1)OC1=NC=CC(=N1)NCC1=C(C=NN1C)C1=NC=C(C(=N1)C)OC1CCCCC1)F (1S,3S)-3-((2-(5-(((2-(3,3-Difluorocyclobutoxy)pyrimidin-4-yl)amino)methyl)-1-methyl-1H-pyrazol-4-yl)-4-methylpyrimidin-5-yl)oxy)cyclohexan